C(C)C=1N=C2N(C=C(C=C2)C=2C=NC(=NC2)N2CCN(CC2)CC(=O)N2C[C@@H](CC2)O)C1N(C=1SC(=C(N1)C1=CC=C(C=C1)F)C#N)C (R)-2-((2-ethyl-6-(2-(4-(2-(3-hydroxypyrrolidin-1-yl)-2-oxoethyl)piperazin-1-yl)pyrimidin-5-yl)imidazo[1,2-a]pyridin-3-yl)(methyl)amino)-4-(4-fluorophenyl)thiazole-5-carbonitrile